C(=O)(O)C1(C(C(CC1C(=O)O)C(=O)O)(C(=O)O)C)C 1-carboxydimethyl-2,3,5-cyclopentanetricarboxylic acid